C(C)N1C(=NC2=C(C1=O)C=NN2)N2CC1(CN(C1)C1=NC(=NC(=C1)C(F)(F)F)C)CC2 5-ethyl-6-(2-(2-methyl-6-(trifluoromethyl)pyrimidin-4-yl)-2,6-diazaspiro[3.4]octan-6-yl)-1,5-dihydro-4H-pyrazolo[3,4-d]pyrimidin-4-one